ClC=1C(=NC=C(C1C1CC1)Cl)N 3,5-dichloro-4-cyclopropylpyridin-2-amine